Methyl 4-(4-amino-3-methyl-pyrazol-1-yl)cyclohexanecarboxylate NC=1C(=NN(C1)C1CCC(CC1)C(=O)OC)C